C(C=C)(=O)N1[C@@H](CN(CC1)C1=C(C(N(C2=NC(=C(C=C12)Cl)C1=C(C(=CC(=C1O)Cl)Cl)F)C=1C(=NC=CC1C)C(C)C)=O)C#N)C 4-((R)-4-propenoyl-3-methylpiperazin-1-yl)-6-chloro-7-(3,5-dichloro-2-fluoro-6-hydroxyphenyl)-1-(2-isopropyl-4-methylpyridin-3-yl)-2-oxo-1,2-dihydro-1,8-naphthyridine-3-carbonitrile